O=C1NC(CCC1N1C(C2=CC=C(C=C2C=N1)CCCCCCCCCCC)=O)=O 11-(2-(2,6-dioxopiperidin-3-yl)-1-oxo-1,2-dihydrophthalazin-6-yl)undecane